ClC[C@@H]1[C@H]([C@@H](C(CO)(O)O1)O)O 6-chloro-6-deoxy-D-fructofuranose